N,N,N-trimethyl-(4-hexadecyl)phenyl-ammonium chloride [Cl-].C[N+](C)(C)C1=C(C=CC=C1)C(CCC)CCCCCCCCCCCC